COC=1C=C2C(=NC(=NC2=CC1OCCN(CCN(C)C)C)N1CCN(CCC1)C)NC1CCN(CC1)C N1-(2-((6-methoxy-2-(4-methyl-1,4-diazepan-1-yl)-4-((1-methylpiperidin-4-yl)amino)quinazolin-7-yl)oxy)ethyl)-N1,N2,N2-trimethylethane-1,2-diamine